2,7-di-n-butyl-suberic acid C(CCC)C(C(=O)O)CCCCC(C(=O)O)CCCC